FC1=C(C=CC=C1F)C=1C=C2C(=NC1)NC(N2CC=2C=NC=C(C2)C)=O 6-(2,3-difluorophenyl)-1-[(5-methyl-3-pyridinyl)methyl]-3H-imidazo[4,5-b]pyridin-2-one